5-((1S,4S,5R)-5-((4-cyclopropyl-1-(2,6-dichlorophenyl)-1H-pyrazol-5-yl)methoxy)-2-azabicyclo[2.2.1]heptan-2-yl)-N-((tetrahydro-2H-pyran-4-yl)sulfonyl)pyridinecarboxamide C1(CC1)C=1C=NN(C1CO[C@H]1[C@@H]2CN([C@H](C1)C2)C=2C=CC(=NC2)C(=O)NS(=O)(=O)C2CCOCC2)C2=C(C=CC=C2Cl)Cl